COC1=CC=C(CC(C(=O)[O-])C2=CC=CC=C2)C=C1 4-Methoxybenzyl-phenylacetat